methyl-5-(5-methyl-2-(6-morpholinopyridin-3-ylamino)pyrimidin-4-ylamino)benzo[d]oxazol-2(3H)-one CN1C(OC2=C1C=C(C=C2)NC2=NC(=NC=C2C)NC=2C=NC(=CC2)N2CCOCC2)=O